chloro-2'-(prop-1-en-2-yl)-[2,3'-bipyridine]-6-amine ClC=1C(=NC(=CC1)N)C=1C(=NC=CC1)C(=C)C